icosano-1,4-naphthoquinone C1(C2=C(C(C3=CC=CC=C13)=O)CCCCCCCCCCCCCCCCCCCC2)=O